CC(C(=O)O)CCSC 2-methyl-4-(methylsulfanyl)butanoic acid